N1CC(C1)CN1CC2(C1)CCN(CC2)C(=O)OC(C)(C)C tert-butyl 2-(azetidin-3-ylmethyl)-2,7-diazaspiro[3.5]nonane-7-carboxylate